7-chloro-3-methyl-dibenzo[b,f][1,4]Oxazepin-11(10H)-one ClC=1C=CC2=C(OC3=C(C(N2)=O)C=CC(=C3)C)C1